1-(2-methylallyl)-4-(trifluoromethyl)benzene CC(CC1=CC=C(C=C1)C(F)(F)F)=C